C(=O)O.N1C(=NCC1)C1=CC=C(C=C1)NC(NC=1C=C(C(=O)O)C=C(C1)NC(=O)NC1=CC=C(C=C1)C=1NCCN1)=O 3,5-bis(3-(4-(4,5-dihydro-1H-imidazol-2-yl)phenyl)ureido)benzoic acid formate